2,6-bis(2-pyridyl)-4(1H)-pyridone N1=C(C=CC=C1)C=1NC(=CC(C1)=O)C1=NC=CC=C1